N-(4-((6-fluoro-[1,1'-biphenyl]-3-yl)amino)-7-(3-morpholinopropoxy)quinazolin-6-yl)acrylamide FC1=CC=C(C=C1C1=CC=CC=C1)NC1=NC=NC2=CC(=C(C=C12)NC(C=C)=O)OCCCN1CCOCC1